ClC=1C=C(C(N(N1)CC1=CC=C(C=C1)OC)=O)C(C)N1N=CC(=C1)[N+](=O)[O-] 6-chloro-2-[(4-methoxyphenyl)methyl]-4-[1-(4-nitropyrazol-1-yl)ethyl]pyridazin-3-one